C=C(C(C1=C(C(=C(C(=C1C)C)C)C)O)(C1=CC=CC=2NN=NC21)C2=CC=CC=1NN=NC12)CC MethyleneBis-Benzotriazolyl-tetramethylbutyl-phenol